titanium alloyl-aluminum C(C=C)(=O)[Al].[Ti]